OC=1C2=C(N=C(N1)OC1=CC=C(C=C1)N(C1=CC=C(C=C1)C(CC#N)C)C)C=NC=C2 3-(4-{[4-(4-hydroxy-pyrido[3,4-d]pyrimidin-2-yloxy)-phenyl]-methyl-amino}-phenyl)-butyronitrile